FC=1C=C2C(NN=C(C2=CC1F)C(C)N(C(=O)C1=CC2=C(N1)C=C(S2)F)C)=O N-(1-(6,7-difluoro-4-oxo-3,4-dihydrophthalazin-1-yl)ethyl)-2-fluoro-N-methyl-4H-thieno[3,2-b]pyrrole-5-carboxamide